C(C)(=O)N1CCC(CC1)C[C@@H](C(=O)O)NC (S)-3-(1-acetylpiperidin-4-yl)-2-(methylamino)propanoic acid